BrC=1N=C(C(N(C1)C(CC)S(=O)(=O)C)=O)N1[C@@H](COCC1)C 5-bromo-3-((R)-3-methylmorpholinyl)-1-(1-(methylsulfonyl)propyl)pyrazin-2(1H)-one